2-(3-(cyclopropylsulfonyl)-2-fluorophenyl)-4,4,5,5-tetramethyl-1,3,2-dioxaborolane C1(CC1)S(=O)(=O)C=1C(=C(C=CC1)B1OC(C(O1)(C)C)(C)C)F